O1CCN(CC1)C(C)(C)C1=CC=C(C=C1)C#CC1=CC=C(C=C1)C1=CC(=NO1)CN1C(=NC=C1)[C@H](C)O (S)-1-(1-((5-(4-((4-(2-morpholinopropan-2-yl)phenyl)ethynyl)phenyl)isoxazol-3-yl)methyl)-1H-imidazol-2-yl)ethan-1-ol